8α,14-dihydroxy-7,8-dihydrocodeinone CN1CC[C@]23[C@@H]4C(=O)C[C@H]([C@]2([C@H]1CC5=C3C(=C(C=C5)OC)O4)O)O